S1C=NC=2C(=NC=3C=CC=CC3C21)N thiazolo[4,5-c]-quinolin-4-amine